methoxy-5-(2-((2R,5S)-5-methyl-2-(2-(2-(pyrrolidin-1-yl)propyl)benzo[d]thiazol-5-yl)piperidin-1-yl)-2-oxoacetamido)nicotinamide COC1=C(C(=O)N)C=C(C=N1)NC(C(=O)N1[C@H](CC[C@@H](C1)C)C=1C=CC2=C(N=C(S2)CC(C)N2CCCC2)C1)=O